potassium trifluoro(prop-1-ynyl)borohydride F[B-](C#CC)(F)F.[K+]